6-(7-(difluoromethyl)-6-(1-methyl-1H-pyrazol-4-yl)-3,4-dihydroquinolin-1(2H)-yl)-4-(3,6-dihydro-2H-pyran-4-yl)-1,3-dimethyl-1H-benzo[d]imidazol-2(3H)-one FC(C1=C(C=C2CCCN(C2=C1)C=1C=C(C2=C(N(C(N2C)=O)C)C1)C=1CCOCC1)C=1C=NN(C1)C)F